methyl 3-[({imidazo[1,2-a]pyridin-3-yl} formamido)methyl]-4-propylbenzoate N=1C=C(N2C1C=CC=C2)C(=O)NCC=2C=C(C(=O)OC)C=CC2CCC